(4-isobutylphenyl)(3,4-dihydroxyphenyl)methanone C(C(C)C)C1=CC=C(C=C1)C(=O)C1=CC(=C(C=C1)O)O